(2R,3S,4R,5R)-5-(4-amino-7H-pyrrolo[2,3-d]pyrimidin-7-yl)-2-((S)-(3,4-dichlorophenyl)(hydroxy)methyl)-3-methyltetrahydrofuran-3,4-diol NC=1C2=C(N=CN1)N(C=C2)[C@H]2[C@@H]([C@@]([C@H](O2)[C@@H](O)C2=CC(=C(C=C2)Cl)Cl)(O)C)O